5-(4-((4'-chloro-5,5-dimethyl-3,4,5,6-tetrahydro-[1,1'-biphenyl]-2-yl)methyl)-2-(Fluoromethyl)piperazine-1-carbonyl)-2-(2,6-dioxopiperidin-3-yl)isoindoline-1,3-dione ClC1=CC=C(C=C1)C1=C(CCC(C1)(C)C)CN1CC(N(CC1)C(=O)C=1C=C2C(N(C(C2=CC1)=O)C1C(NC(CC1)=O)=O)=O)CF